N,N'-(4-((2-(2-(2-(2-azidoethoxy)ethoxy)ethoxy)ethyl)carbamoyl)-1,2-phenylene)bis(2-chloroacetamide) N(=[N+]=[N-])CCOCCOCCOCCNC(=O)C1=CC(=C(C=C1)NC(CCl)=O)NC(CCl)=O